3-(3-chloro-5-(4,4,5,5-tetramethyl-1,3,2-dioxaborolan-2-yl)phenyl)morpholine ClC=1C=C(C=C(C1)B1OC(C(O1)(C)C)(C)C)C1NCCOC1